5-(5-methyl-1,2,4-oxadiazol-3-yl)pyridin-2-amine CC1=NC(=NO1)C=1C=CC(=NC1)N